CC=1N(C(=CC1)CC=1N=C(SC1)C)C1=CC=C(C#N)C=C1 4-(2-methyl-5-((2-methylthiazol-4-yl)methyl)-1H-pyrrol-1-yl)benzonitrile